COC(=O)C1=NC=CC=C1CBr Bromomethylpyridine-2-carboxylic methyl ester